2-propen-1-yl 2-[2,4,5,7-tetrabromo-3-oxo-6-(2-propen-1-yloxy)-3H-xanthen-9-yl]benzoate BrC1=CC2=C(C3=CC(=C(C(=C3OC2=C(C1=O)Br)Br)OCC=C)Br)C1=C(C(=O)OCC=C)C=CC=C1